Cl.ClC1=C(C=C(N=N1)N1CCC2C1CNCC2)C 1-(6-Chloro-5-methyl-pyridazin-3-yl)-2,3,3a,4,5,6,7,7a-octahydropyrrolo[2,3-c]pyridine hydrochloride